3-(5-((7-(3-(7-(4-(2-hydroxyethyl)piperazin-1-yl)-2-methyl-5-phenyl-pyrazolo[1,5-a]pyrimidin-3-yl)phenyl)heptyl)amino)-2-methyl-4-oxoquinazolin-3(4H)-yl)-piperidine-2,6-dione OCCN1CCN(CC1)C1=CC(=NC=2N1N=C(C2C=2C=C(C=CC2)CCCCCCCNC2=C1C(N(C(=NC1=CC=C2)C)C2C(NC(CC2)=O)=O)=O)C)C2=CC=CC=C2